(6S)-N-[(1S)-1-cyano-2-[(3S)-2-oxopyrrolidin-3-yl]ethyl]-5-(4-methoxy-1H-indole-2-carbonyl)-5-azaspiro[2.4]heptane-6-carboxamide C(#N)[C@H](C[C@H]1C(NCC1)=O)NC(=O)[C@H]1N(CC2(CC2)C1)C(=O)C=1NC2=CC=CC(=C2C1)OC